3-aminopropyl (E)-3-phenylacrylate C1(=CC=CC=C1)/C=C/C(=O)OCCCN